COC=1C=C2C=CN(C2=CC1)C(C(C)(C)C)=O 5-methoxy-1-pivaloyl-indole